{2-[(2R)-2-(4-fluorophenyl)-2-hydroxyethyl]-2H-indazol-4-yl}boronic acid FC1=CC=C(C=C1)[C@H](CN1N=C2C=CC=C(C2=C1)B(O)O)O